N\C(\C1=NC=C(C=C1[S@](=O)CC)Br)=N/C1=C(C=CC(=C1)[N+](=O)[O-])S(=O)(=O)O.OC1=C(C=CC=C1)S(=O)(=O)NC1(CC1)CS(=O)(=O)C 2-hydroxy-N-[1-(methylsulfonylmethyl)cyclopropyl]Benzenesulfonamide [(Z)-[amino-[5-bromo-3-[(R)-ethylsulfinyl]-2-pyridyl]methylene]amino]4-nitrobenzenesulfonate